ethyl 7-oxabicyclo[4.1.0]heptane-3-carboxylate C12CC(CCC2O1)C(=O)OCC